5-chloro-4-(2,7-dimethyl-1-naphthyl)-2-methyl-3(2H)-pyridazinone ClC1=C(C(N(N=C1)C)=O)C1=C(C=CC2=CC=C(C=C12)C)C